trans-2-methyl-1-(5-(2-(piperidin-4-ylmethyl-amino)cyclopropyl)indolin-1-yl)propan-1-one CC(C(=O)N1CCC2=CC(=CC=C12)[C@H]1[C@@H](C1)NCC1CCNCC1)C